1-(4-chloro-2-fluoro-3-(3-(pyrrolidin-1-yl)quinoxaline-6-carbonyl)phenyl)-3-(4-fluorophenyl)urea ClC1=C(C(=C(C=C1)NC(=O)NC1=CC=C(C=C1)F)F)C(=O)C=1C=C2N=C(C=NC2=CC1)N1CCCC1